lithium tetrakis(3,5-dimethylphenyl)phosphonium borate B([O-])([O-])O.CC=1C=C(C=C(C1)C)[P+](C1=CC(=CC(=C1)C)C)(C1=CC(=CC(=C1)C)C)C1=CC(=CC(=C1)C)C.[Li+]